(R)-2-(4-(pyrazolo[1,5-a]pyrimidin-7-yl)cyclohexyl)propanoic acid-3H-[1,2,3]triazolo[4,5-b]pyridin-3-yl ester N1=NN(C2=NC=CC=C21)OC([C@H](C)C2CCC(CC2)C2=CC=NC=1N2N=CC1)=O